6-(1-(4-fluorophenyl)-6-methyl-1H-indazol-5-yl)piperazin-2-one FC1=CC=C(C=C1)N1N=CC2=CC(=C(C=C12)C)C1CNCC(N1)=O